methyl 4-acetoxyimino-5-oxo-5-(4-(phenylthio)phenyl)pentanoate C(C)(=O)ON=C(CCC(=O)OC)C(C1=CC=C(C=C1)SC1=CC=CC=C1)=O